C[SnH](C)C trimethylstannane